The molecule is a phenyl sulfate oxoanion that is the conjugate base of ethyl 4-hydroxybenzoate sulfate, obtained by deprotonation of the sulfo group; major species at pH 7.3. It is a conjugate base of an ethyl 4-hydroxybenzoate sulfate. CCOC(=O)C1=CC=C(C=C1)OS(=O)(=O)[O-]